6-(4,4-difluoro-3-oxobutanoyl)-N-{6-methoxy-1-methylpyrazolo[4,3-c]pyridin-7-yl}pyridine-3-sulfonamide FC(C(CC(=O)C1=CC=C(C=N1)S(=O)(=O)NC=1C2=C(C=NC1OC)C=NN2C)=O)F